ClC=1C=C2C(=NC1OC)C(=C(N2C)C2=NNC(=N2)[C@@H](C#N)C)N2C=NC=C2 (R)-2-(3-(6-chloro-3-(1H-imidazol-1-yl)-5-methoxy-1-methyl-1H-pyrrolo[3,2-b]pyridin-2-yl)-1H-1,2,4-triazol-5-yl)propionitrile